(R)-3-(5-(1,3-dioxolan-2-yl)pyridin-3-yl)-3-(5-(2-(5,6,7,8-tetrahydro-1,8-naphthyridin-2-yl)ethoxy)-1H-indazol-1-yl)propanoic acid O1C(OCC1)C=1C=C(C=NC1)[C@@H](CC(=O)O)N1N=CC2=CC(=CC=C12)OCCC1=NC=2NCCCC2C=C1